C12C(C3CC(CC(C1)C3)C2)NCCNC(=O)C2=NN(C(=C2C2CC2)C2=CC=C(C=C2)Cl)C2=C(C=C(C=C2)Cl)Cl N-(2-((1r,3r,5r,7r)-adamantan-2-ylamino)ethyl)-5-(4-chlorophenyl)-4-cyclopropyl-1-(2,4-dichlorophenyl)-1H-pyrazole-3-carboxamide